ClC1=C(C=C(C(=C1)F)C1=NN=C(N1)C1CC1)NC(=O)C=1C=NN2C1C=CC(=C2)F N-[2-Chloro-5-(5-cyclopropyl-4H-1,2,4-triazol-3-yl)-4-fluorophenyl]-6-fluoropyrazolo[1,5-a]pyridine-3-carboxamide